C(C)(C)(C)OC(=O)N1[C@@H](CCC1(C)C)C(=O)O (S)-1-(tert-butoxycarbonyl)-5,5-dimethyl-pyrrolidine-2-carboxylic acid